(S)-3-(benzyloxy)-1-(2-(4-methylphenyl)-2-hydroxyethyl)-2-methylpyridin-4(1H)-one C(C1=CC=CC=C1)OC1=C(N(C=CC1=O)C[C@@H](O)C1=CC=C(C=C1)C)C